N=1N=NC=2C1CC(=CC2)C(=O)O benzo[d][1,2,3]triazole-6-carboxylic acid